O=C1NC(CCC1N1C(C2=CC=CC(=C2C1=O)NCC=1N=NN(C1)C1=NN(C=C1)C)=O)=O 2-(2,6-Dioxopiperidin-3-yl)-4-(((1-(1-methyl-1H-pyrazol-3-yl)-1H-1,2,3-triazol-4-yl)methyl)amino)isoindoline-1,3-dione